C[C@@H]1N[C@@H](CNC1)C (2S,6R)-2,6-dimethyl-piperazine